C(C=C)(=O)N1CC(C1)(O)CN1C2=C(N(C(C1=O)=O)C=1C(=NC=CC1C)C(C)C)N=C(C(=C2)Cl)C2=C(C=CC(=C2F)F)O 1-((1-acryloyl-3-hydroxyazetidin-3-yl)methyl)-7-chloro-6-(5,6-difluoro-2-hydroxyphenyl)-4-(2-isopropyl-4-methylpyridin-3-yl)-1,4-dihydropyrido[2,3-b]pyrazine-2,3-dione